FC1(C(C1)N1N=CC=C1CNC=1C2=C(N=C(N1)OCC1(CC1)CN(C)C)CN(CC2)C2=CC=CC1=CC=CC(=C21)CC)F N-((1-(2,2-difluorocyclopropyl)-1H-pyrazol-5-yl)methyl)-2-((1-((dimethylamino)methyl)cyclopropyl)methoxy)-7-(8-ethylnaphthalen-1-yl)-5,6,7,8-tetrahydropyrido[3,4-d]pyrimidin-4-amine